C1(CCCC1)C1=C(C=C(C(=O)O)C=C1OC)OC 4-cyclopentyl-3,5-dimethoxybenzoic acid